[Ce].[B].[Ti].[Mg].[Zn].[Al] aluminum-zinc-magnesium-titanium-boron-cerium